(S)-N-(3-(6-(((R)-3,3-difluorocyclopentyl)amino)-2-morpholinopyrimidin-4-yl)-4-methylphenyl)-3-(2,2,2-trifluoroethyl)pyrrolidine-1-carboxamide FC1(C[C@@H](CC1)NC1=CC(=NC(=N1)N1CCOCC1)C=1C=C(C=CC1C)NC(=O)N1C[C@@H](CC1)CC(F)(F)F)F